7-({3-Chloro-7H-pyrrolo[2,3-c]pyridazin-7-yl}methyl)-4-azaspiro[2.5]octane hydrochloride Cl.ClC1=CC2=C(N=N1)N(C=C2)CC2CCNC1(CC1)C2